OC1=CC=C2[C@H]([C@H](COC2=C1)C1=CC=CC=C1)C1=CC=C(C=C1)N1CCN(CC1)CC1=C(C=CC=C1)N1C(NC(CC1)=O)=O 1-(2-((4-(4-((3S,4R)-7-hydroxy-3-phenylchroman-4-yl)phenyl)piperazin-1-yl)methyl)phenyl)dihydropyrimidine-2,4(1H,3H)-dione